ClC1=C(C(=O)NNC(NC2=CC=C(C=C2)F)=S)C=CC=C1 2-(2-chlorobenzoyl)-N-(4-fluorophenyl)hydrazinethiocarboxamide